p-isopropylbenzene C(C)(C)C1=CC=CC=C1